ethyl 2-((2-(4-cyanophenyl) propyl) amino)-2-phenylacetate C(#N)C1=CC=C(C=C1)C(CNC(C(=O)OCC)C1=CC=CC=C1)C